FC1=C(C=CC(=C1)F)N1C=C(C=2C1=NC=C(C2)C=2C(=NOC2C)C)C=2C(=CC(=NC2OCC)C(=O)OC)OCC methyl 5-(1-(2,4-difluorophenyl)-5-(3,5-dimethylisoxazol-4-yl)-1H-pyrrolo[2,3-b]pyridin-3-yl)-4,6-diethoxypicolinate